2,4-dimethoxy-N-(4-(N-(3-chloro-2-methylphenyl)sulfamoyl)phenyl)benzenesulfonamide COC1=C(C=CC(=C1)OC)S(=O)(=O)NC1=CC=C(C=C1)S(NC1=C(C(=CC=C1)Cl)C)(=O)=O